OC=1C(=NC=C(C1)C1=CC2=CC=CC=C2C=C1)C(=O)NCC(C(=O)O)C 3-(3-hydroxy-5-(naphthalen-2-yl)picolinamido)-2-methylpropionic acid